FC(COCC1=C(C=C(C=C1)C)N1C(SCC1=O)=N)F 3-(2-((2,2-Difluoroethoxy)methyl)-5-methylphenyl)-2-iminothiazolidin-4-one